5-(4-bromo-1-methyl-1H-pyrazol-5-yl)benzo[c]isothiazole-4-carbonitrile BrC=1C=NN(C1C1=C(C=2C(=NSC2)C=C1)C#N)C